OC1=CC=C(C=C1)C1C2C3C4C=CC(C3C(C1)C2)C4 8-(4-hydroxyphenyl)tetracyclo[4.4.0.12,5.17,10]dodec-3-ene